C(C)(C)(C)OC(=O)N1CCC(=CC1)C1=C(C=C(C=C1)NC(=O)C1=CC(=C(C=C1)C=1CCN(CC1)C(=O)OC(C)(C)C)F)Cl tert-butyl 4-(4-((4-(1-(tert-butoxycarbonyl)-1,2,3,6-tetrahydropyridin-4-yl)-3-chlorophenyl)carbamoyl)-2-fluorophenyl)-3,6-dihydropyridine-1(2H)-carboxylate